C(C)N1C(C=2N=C(N=CC2C1=O)NC1=NC=C(C(=C1)N[C@H](CO)C1=CC=CC=C1)C1=NC(=NO1)C(C)(C)O)(C)C (S)-6-ethyl-2-((4-((2-hydroxy-1-phenylethyl)amino)-5-(3-(2-hydroxypropan-2-yl)-1,2,4-oxadiazol-5-yl)pyridin-2-yl)amino)-7,7-dimethyl-6,7-dihydro-5H-pyrrolo[3,4-d]pyrimidin-5-one